OC(CN1CCC(CC1)(C)N(C(CC)=O)C1=CC=CC=C1)C1=CC=CC=C1 N-[1-(2-hydroxy-2-phenylethyl)-4-methylpiperidin-4-yl]-N-phenylpropanamide